NC1=NC(=C2N=CN(C2=N1)CC(=O)NC1=CC(=NN1CC)C)NCC1=CC=C(C=C1)CO 2-(2-amino-6-((4-(hydroxymethyl)benzyl)amino)-9H-purin-9-yl)-N-(1-ethyl-3-methyl-1H-pyrazol-5-yl)acetamide